N-(2-(2-((4-fluoro-2-methylbenzyl)amino)-5-oxo-5,7-dihydro-6H-pyrrolo[3,4-b]pyridin-6-yl)ethyl)propionamide FC1=CC(=C(CNC2=CC=C3C(=N2)CN(C3=O)CCNC(CC)=O)C=C1)C